N[C@H]1[C@@H]2N(C[C@H]1CC2)C(=O)C2=CC1=C(N(C(=N1)C=1N(C3=CC(=CC=C3C1)C=1C=C3N=CC(=NC3=CC1)O)CC1CC1)C)C(=C2)OC 6-(2-{5-[(1R,4R,7R)-7-amino-2-azabicyclo[2.2.1]heptane-2-carbonyl]-7-methoxy-1-methyl-1H-1,3-benzodiazol-2-yl}-1-(cyclopropylmethyl)-1H-indol-6-yl)quinoxalin-2-ol